(5S,8S,10aR)-5-amino-N-((R)-chroman-4-yl)-3-(isopropylsulfonyl)-6-oxodecahydropyrrolo[1,2-a][1,5]diazocine-8-carboxamide hydrochloride Cl.N[C@H]1CN(CC[C@@H]2N(C1=O)[C@@H](CC2)C(=O)N[C@@H]2CCOC1=CC=CC=C21)S(=O)(=O)C(C)C